2-butyl-2-ethylpentamethylene diisocyanate C(CCC)C(CN=C=O)(CCCN=C=O)CC